4-((3-isopropyl-5-((tetrahydro-2H-pyran-4-yl)amino)-3H-imidazo[4,5-b]pyridin-7-yl)amino)piperidine-1-carboxylic acid (3-fluoroazetidin-3-yl)methyl ester FC1(CNC1)COC(=O)N1CCC(CC1)NC1=C2C(=NC(=C1)NC1CCOCC1)N(C=N2)C(C)C